N-(3-(5-fluoropyrimidin-2-yl)-4-methylphenyl)-4-azabicyclo[5.1.0]octane-4-carboxamide FC=1C=NC(=NC1)C=1C=C(C=CC1C)NC(=O)N1CCC2CC2CC1